ClC=1C=CC=C2C=CN(C(C12)=O)C1=NNC(=C1)C 8-chloro-2-(5-methyl-1H-pyrazol-3-yl)isoquinolin-1(2H)-one